Cl.NCC1CCN(CC1)C(CCCCB(O)O)C1=NN=NN1CC(=O)NCC1=CC=C(C=C1)Cl (5-(4-(aminomethyl)piperidin-1-yl)-5-(1-(2-((4-chlorobenzyl)amino)-2-oxoethyl)-1H-tetrazol-5-yl)pentyl)boronic acid hydrochloride